OC1=C(\C=N\NC(=O)C=2C(=NC(=NC2)C2=NC=CC=N2)O)C=CC=C1O (E)-N'-(2,3-dihydroxybenzylidene)-4-hydroxy-[2,2'-bipyrimidine]-5-carbohydrazide